C(C)(C)(C)C1N(CCC(=C1)C=1C=C2CN(C(C2=CC1)=O)C1C(NC(CC1)=O)=O)C(=O)O.N1(CC=CCC1)C(=O)O 5,6-dihydropyridine-1(2H)-carboxylate (tert-butyl 4-(2-(2,6-dioxopiperidin-3-yl)-1-oxoisoindolin-5-yl)-5,6-dihydropyridine-1(2H)-carboxylate)